1-[(3,4-dichlorophenyl)methyl]-8-[(3-hydroxypropyl)amino]-7-methyl-2,3,6,7-tetrahydro-1H-purine ClC=1C=C(C=CC1Cl)CN1CNC=2N=C(N(C2C1)C)NCCCO